CC1=NC(=CC=C1C=1C=C(C=CC1)C1=NC(=NC(=N1)C1=CC=C(C=C1)C1=CC(=C(C(=C1)C1=CC=CC=C1)C1=CC=CC=C1)C1=CC=CC=C1)C1=CC=CC=C1)C 2-(3-(2,6-dimethylpyridin-3-yl)phenyl)-4-(3',5'-diphenyl-[1,1':4',1''-terphenyl]-4-yl)-6-phenyl-1,3,5-triazine